6-hydroxy-1,3-dioxin-4-one OC1=CC(OCO1)=O